3-fluoro-2,8-dimethyl-4H-pyrimido[1,2-b]pyridazin-4-one FC1=C(N=C2N(N=CC(=C2)C)C1=O)C